OC1CCN(CC1)C=1N=CC2=C(N1)SC=N2 5-(4-hydroxypiperidin-1-yl)-[1,3]thiazolo[5,4-d]pyrimidin